3-(pyrrolidin-2-yl)propynyl-amide N1C(CCC1)CC#C[NH-]